4-[(3S)-3-amino-3-methylpyrrolidin-1-yl]-N-(4,4-difluorocyclohexyl)-5-(3-fluoro-5-methylphenyl)pyridine-3-carboxamide N[C@@]1(CN(CC1)C1=C(C=NC=C1C1=CC(=CC(=C1)C)F)C(=O)NC1CCC(CC1)(F)F)C